(2R,3S)-3-hydroxypyrrolidine-1,2-dicarboxylic acid 1-tert-butyl ester 2-methyl ester COC(=O)[C@@H]1N(CC[C@@H]1O)C(=O)OC(C)(C)C